Tetradecyl-dimethyl-dichlorobenzyl-ammonium chloride [Cl-].C(CCCCCCCCCCCCC)[N+](C(C1=CC=CC=C1)(C)C)(Cl)Cl